4-((2-((2s,5s)-5-amino-1,3-dioxan-2-yl)ethyl)(3-fluoro-4-methoxybenzyl)amino)benzonitrile NC1COC(OC1)CCN(C1=CC=C(C#N)C=C1)CC1=CC(=C(C=C1)OC)F